1-(5-((4-(2,6-dichlorophenyl)piperazin-1-yl)methyl)-1-oxoisoindolin-2-yl)dihydropyrimidine-2,4(1H,3H)-dione ClC1=C(C(=CC=C1)Cl)N1CCN(CC1)CC=1C=C2CN(C(C2=CC1)=O)N1C(NC(CC1)=O)=O